O\C(=C/C(=O)SCCNC(CCNC([C@@H](C(COP(OP(OC[C@@H]1[C@H]([C@H]([C@@H](O1)N1C=NC=2C(N)=NC=NC12)O)OP(=O)(O)O)(=O)O)(=O)O)(C)C)O)=O)=O)\CO 3,4-dihydroxycrotonyl-CoA